N1(CCCCC1)CCOC=1C=C(C=O)C=CC1 3-(2-(piperidin-1-yl)ethoxy)benzaldehyde